C(C)(C)OC=1C(=NC=2C(N1)=NON2)NC2=CC=C(C=C2)C(F)(F)F 6-ISOPROPOXY-N-(4-(TRIFLUOROMETHYL)PHENYL)-[1,2,5]OXADIAZOLO[3,4-B]PYRAZIN-5-AMINE